C(C1=CC=CC=C1)OC(=O)N1C[C@H]2[C@@](C1)(C[C@H](C2)O)O.OC2=CC=C(C=C2)C(CC)=O 1-(4-hydroxyphenyl)propan-1-one benzyl-(3aR,5S,6aS)-3a,5-dihydroxyhexahydrocyclopenta[c]pyrrole-2(1H)-carboxylate